1-[4-(1,3-benzothiazol-2-yloxy)-3-(cyclopentyloxy)-phenyl]pentan-3-ol S1C(=NC2=C1C=CC=C2)OC2=C(C=C(C=C2)CCC(CC)O)OC2CCCC2